4,6-dimethoxy-N-(1-(oxetan-3-yl)-7'-(trifluoromethyl)spiro[azetidine-3,4'-chromeno[4,3-d]thiazol]-2'-yl)pyrimidine-5-carboxamide COC1=NC=NC(=C1C(=O)NC=1SC2=C(N1)C=1C=CC(=CC1OC21CN(C1)C1COC1)C(F)(F)F)OC